ClC1=CC=C(C=C1)[C@H](CC1=NOC(=N1)CN1C(N(C(=CC1=O)CO)C)=O)O (S)-3-((3-(2-(4-chlorophenyl)-2-hydroxyethyl)-1,2,4-oxadiazol-5-yl)methyl)-6-(hydroxymethyl)-1-methylpyrimidine-2,4(1H,3H)-dione